ClC=1C(=NC(=NC1)SC)NC1CCC(CC1)(F)F chloro-N-(4,4-difluorocyclohexyl)-2-(methylthio)pyrimidin-4-amine